Cl.Cl.COC=1C=C(C=2N(C1)N=CC2)C2=CC=C(C=C2)N2CCNCC2 6-methoxy-4-(4-piperazin-1-ylphenyl)pyrazolo[1,5-a]pyridine dihydrochloride